C(CCCCCCCCCCCCCCCCC)OC(C(C)C1=CC(=C(C(=C1)C(C)(C)C)O)C(C)(C)C)=O (3,5-di-tert-butyl-4-hydroxyphenyl)propanoic acid octadecyl ester